ClC1=C(C=C(C=N1)CCC(=O)NC1=C(C(=NN1CC1=CC=C(C=C1)OC)C1=CN=NC=C1C)C)F 3-(6-chloro-5-fluoropyridin-3-yl)-N-(1-(4-methoxybenzyl)-4-methyl-3-(5-methylpyridazin-4-yl)-1H-pyrazol-5-yl)propanamide